1-[(3R)-3-[3-[(1-cyclopropylpyrrolidin-3-yl)carbamoyl]phenyl]-3-[[(7S)-7-tert-butyl-5,6,7,8-tetrahydrothiazolo[5,4-b]quinoline-2-carbonyl]amino]propyl]piperidin-1-ium-4-carboxylic acid C1(CC1)N1CC(CC1)NC(=O)C=1C=C(C=CC1)[C@@H](CC[NH+]1CCC(CC1)C(=O)O)NC(=O)C=1SC2=NC=3CC[C@@H](CC3C=C2N1)C(C)(C)C